Methyl 2-(2-(dimethylamino) vinyl)-5-nitrobenzoate CN(C=CC1=C(C(=O)OC)C=C(C=C1)[N+](=O)[O-])C